CC1=NOC=C1C(=O)NC1=NN(C2=CC=CC=C12)CC=1C=NC(=CC1)C(F)(F)F 3-methyl-N-(1-((6-(trifluoromethyl)pyridin-3-yl)methyl)-1H-indazol-3-yl)isoxazole-4-carboxamide